ClC=1C(=CC2=C(N(C(=N2)NC(CC2C(C(C2)(F)F)(F)F)=O)C2(CCC2)C)C1)F N-(6-chloro-5-fluoro-1-(1-methylcyclobutyl)-1H-benzo[d]imidazol-2-yl)-2-(2,2,3,3-tetrafluorocyclobutyl)acetamide